4-amino-7-fluoro-N-((3S)-4-fluoro-6-(trifluoromethyl)-2,3-dihydro-1-benzofuran-3-yl)-N-methyl-1,3-dihydrofuro[3,4-c]quinoline-8-carboxamide NC1=NC=2C=C(C(=CC2C2=C1COC2)C(=O)N(C)[C@@H]2COC1=C2C(=CC(=C1)C(F)(F)F)F)F